FC(C=1C(=C(C=CC1)[C@@H](C)NC(=O)C1=CN(C(C=C1NC1[C@H]2CN(C[C@@H]1CC2)C)=O)C2(CC2)C(F)F)F)F N-((R)-1-(3-(difluoromethyl)-2-fluorophenyl)ethyl)-1-(1-(difluoromethyl)cyclopropyl)-4-(((1R,5s,8s)-3-methyl-3-azabicyclo[3.2.1]oct-8-yl)amino)-6-oxo-1,6-dihydropyridine-3-carboxamide